[Ni](F)F nickel fluoride